CC1\C(\CC(C1)(C)C)=C/C#N (2Z)-(2,4,4-trimethylcyclopentylidene)acetonitrile